O=C1NC(CCC1N1C(C2=CC=CC(=C2C1)C#CCCNC(=O)C1=CC=C(C=N1)C=1N=CC2=C(C=CC=C2C1)C=1C=C2C(=CNC2=CC1F)C(=O)NC)=O)=O 5-(3-(6-((4-(2-(2,6-Dioxopiperidin-3-yl)-1-oxoisoindolin-4-yl)but-3-yn-1-yl)carbamoyl)pyridin-3-yl)isoquinolin-8-yl)-6-fluoro-N-methyl-1H-indole-3-carboxamide